[Au].[Zn].[Pb].C1(=CC=C(C=C1)S(=O)(=O)OCCOS(=O)(=O)C1=CC=C(C=C1)C)C 1,2-bis(p-tolylsulfonyloxy)ethane lead-zinc-gold